6-(6-(difluoromethyl)-7-methoxyimidazo[1,2-b]pyridazin-3-yl)-N-((3S,4S)-4-fluoropiperidin-3-yl)pyridin-2-amine FC(C=1C(=CC=2N(N1)C(=CN2)C2=CC=CC(=N2)N[C@H]2CNCC[C@@H]2F)OC)F